N1CCC(CC1)CN1C[C@H]2N(C=3C(=NN=C(C3)C3=C(C=CC=C3)O)NC2)CC1 (S)-2-(8-(piperidin-4-ylmethyl)-6,6a,7,8,9,10-hexahydro-5H-pyrazino[1',2':4,5]pyrazino[2,3-c]pyridazin-2-yl)phenol